4-[6-chloro-4-[3-(3,5-dimethylisoxazol-4-yl)-7,8-dihydro-5H-1,6-naphthyridin-6-yl]quinazolin-2-yl]-3,5-dimethyl-isoxazole ClC=1C=C2C(=NC(=NC2=CC1)C=1C(=NOC1C)C)N1CC=2C=C(C=NC2CC1)C=1C(=NOC1C)C